COC1=CC=C(C=N1)CN1C2CN(CC1C2)C2=CC=C(C=N2)C=2C=1N(C=C(C2)OCC(=O)O)N=C2C1C=NN2 2-((4-(6-(6-((6-methoxypyridin-3-yl)methyl)-3,6-diazabicyclo[3.1.1]heptan-3-yl)pyridin-3-yl)-1H-pyrazolo[3',4':3,4]pyrazolo[1,5-a]pyridin-6-yl)oxy)acetic acid